3-hydroxy-1-(pyridin-4-yl)propan-1-one OCCC(=O)C1=CC=NC=C1